C(C)(C)(C)OC(=O)N1C=C(C=2C1=CN=C(C2)N2CCN(CC2)C(=O)OC(C)(C)C)Br 3-bromo-5-(4-(tert-butoxycarbonyl)piperazin-1-yl)-1H-pyrrolo[2,3-c]pyridine-1-carboxylic acid tert-butyl ester